CC1=NN2C(C(N(C=3C(=CC=CC23)N)C)([2H])[2H])=C1 2,5-dimethyl-4,5-dihydropyrazolo[1,5-a]quinoxalin-4,4-d2-6-amine